[N+](=O)([O-])C=1N=CN(C1)C=1N=CNC1 4-nitro-1'H-1,4'-biimidazole